6-(2-chloro-6-fluorophenyl)pyridazine-3-carboxamide ClC1=C(C(=CC=C1)F)C1=CC=C(N=N1)C(=O)N